2-[[4-chloro-3-(difluoromethyl)pyrazolo[4,3-c]pyridin-1-yl]methoxy]ethyl-trimethylsilane ClC1=NC=CC2=C1C(=NN2COCC[Si](C)(C)C)C(F)F